2-(1-(benzo[4,5]imidazo[1,2-a]pyrimidin-2-yl)piperidin-4-yl)ethan N=1C=2N(C=CC1N1CCC(CC1)CC)C1=C(N2)C=CC=C1